OC=1C=C(C2=CC=CC=C2C1)N1CC=2N=C(N=C(C2C1)N1[C@H](CN(CC1)C(C=C)=O)C)OC[C@H]1N(CCC1)C ((S)-4-(6-(3-hydroxynaphthalen-1-yl)-2-(((S)-1-methylpyrrolidin-2-yl)methoxy)-6,7-dihydro-5H-pyrrolo[3,4-d]pyrimidin-4-yl)-3-methylpiperazin-1-yl)prop-2-en-1-one